CN1CCN(CC1)CC=1C=C(C=CC1)B1OC(C)(C)C(C)(C)O1 3-(4-methyl-1-piperazinylmeth-yl)phenylboronic acid pinacol ester